4-[5-(pyridin-3-ylethynyl)thiophen-2-yl]methyl-2,4-dihydro-3H-1,2,4-triazol-3-one hydrochloride Cl.N1=CC(=CC=C1)C#CC1=CC=C(S1)CN1C(NN=C1)=O